Methyl 2-(aminomethyl)-1-methyl-1H-benzo[d]imidazole-4-carboxylate Methyl-2-((((benzyloxy)carbonyl)amino)methyl)-1-methyl-1H-benzo[d]imidazole-4-carboxylate COC(=O)C1=CC=CC=2N(C(=NC21)CNC(=O)OCC2=CC=CC=C2)C.NCC2=NC1=C(N2C)C=CC=C1C(=O)OC